O=C1C=2NC(=NC2N=C(N1CCC)N1CC(CCC1)C(=O)O)C=1C=NN(C1)CC1=CC(=CC=C1)C(F)(F)F 1-{6-Oxo-1-propyl-8-[1-(3-trifluoromethyl-benzyl)-1H-pyrazol-4-yl]-6,7-dihydro-1H-purin-2-yl}-piperidine-3-carboxylic acid